2-(4-((1-cyclopropyl-1H-pyrazol-4-yl)methyl)-2-(2-isopropylphenyl)piperazin-1-yl)-7-azaspiro[3.5]nonane C1(CC1)N1N=CC(=C1)CN1CC(N(CC1)C1CC2(C1)CCNCC2)C2=C(C=CC=C2)C(C)C